C1N(CCC12CNCC2)C=2C=CC=1N(C(C=C(N1)C1=NN3C(C(=NC(=C3)C)C)=C1)=O)C2 7-(2,7-diazaspiro[4.4]non-2-yl)-2-(4,6-dimethylpyrazolo[1,5-a]pyrazin-2-yl)-4H-pyrido[1,2-a]pyrimidin-4-one